(3S)-pyrrolidine-3-carboxylic acid methyl ester COC(=O)[C@@H]1CNCC1